O1COC2=C1C=CC(=C2)C(C)N2CCN(CC2)C=2SC=C(N2)C(F)(F)F 2-(4-(1-(benzo[d][1,3]dioxol-5-yl)ethyl)piperazin-1-yl)-4-(trifluoromethyl)thiazole